FC(C1=C(C(=NC=C1)OC)N1CCC(CC1)N1C(N(C=2C([C@@H]1C)=CNN2)CC2=C(C=CC=C2)C(F)(F)F)=O)F |o1:21| (S)- or (R)-5-(4'-Difluoromethyl-2'-methoxy-3,4,5,6-tetrahydro-2H-[1,3']bipyridinyl-4-yl)-4-methyl-7-(2-trifluoromethyl-benzyl)-2,4,5,7-tetrahydro-pyrazolo[3,4-d]pyrimidin-6-one